β-phenylpropionaldehyde C1(=CC=CC=C1)CCC=O